ClC=1C(=NC(=C(C1)C1=CC=C(C=C1)N1C[C@@H](N(CC1)C)C(C)C)F)N (S)-3-chloro-6-fluoro-5-(4-(3-isopropyl-4-methylpiperazin-1-yl)phenyl)pyridin-2-amine